CC=1C=C(C(=O)OC)C=CC1C(NC=1SC(=CN1)C)=O methyl 3-methyl-4-((5-methylthiazol-2-yl)carbamoyl)benzoate